2-amino-5-fluoro-3,4-dichlorobenzene NC1=CC=C(C(=C1Cl)Cl)F